6-bromo-2,3-dihydro-1-benzofuran-3-one BrC1=CC2=C(C(CO2)=O)C=C1